N=1N(N=CC1)C=1NC2=NC=NC(=C2N1)N 8-(2H-1,2,3-TRIAZOL-2-YL)-9H-PURIN-6-YLAMINE